FC1=CC=C(CN2N=CC(=C2)CNC2=NC=3N([C@H](C(NC3C(=N2)C)=O)[C@@H](C)OC)C)C=C1 (S)-2-(((1-(4-fluorobenzyl)-1H-pyrazol-4-yl)methyl)amino)-7-((R)-1-methoxyethyl)-4,8-dimethyl-7,8-dihydropteridin-6(5H)-one